2-fluoro-3-[9-[4-(4-nitrophenyl)piperazin-1-yl]-3-azaspiro[5.5]undecan-3-yl]benzoic acid FC1=C(C(=O)O)C=CC=C1N1CCC2(CC1)CCC(CC2)N2CCN(CC2)C2=CC=C(C=C2)[N+](=O)[O-]